(E)-(4-(1-(3-(2-((5,6-difluoro-2,3-dihydro-1H-inden-2-yl)amino)pyrimidin-5-yl)acryloyl)-3-methylazetidin-3-yl)-1H-1,2,3-triazol-1-yl)methyl pivalate C(C(C)(C)C)(=O)OCN1N=NC(=C1)C1(CN(C1)C(\C=C\C=1C=NC(=NC1)NC1CC2=CC(=C(C=C2C1)F)F)=O)C